[Zr].CCC(CC(CC)=O)=O (3,5-heptanedione) zirconium